1-((S)-1-(3-chloro-5-fluoro-2-((4-methoxyphenoxy)methyl)phenyl)ethyl)-3-ethyl-5-methylimidazolidine-2,4-dione ClC=1C(=C(C=C(C1)F)[C@H](C)N1C(N(C(C1C)=O)CC)=O)COC1=CC=C(C=C1)OC